(R)-2-chloro-1,4-dimethyl-5-(2-oxo-2-((1,1,1-trifluoropropan-2-yl)amino)acetyl)-1H-pyrrole-3-carboxylic acid ethyl ester C(C)OC(=O)C1=C(N(C(=C1C)C(C(N[C@@H](C(F)(F)F)C)=O)=O)C)Cl